N-(4-((5-chloro-2-methoxy-4-(pyridin-2-yloxy)phenyl)amino)-7-methoxyquinazolin-6-yl)-3-(1-methylpyrrolidin-2-yl)acrylamide ClC=1C(=CC(=C(C1)NC1=NC=NC2=CC(=C(C=C12)NC(C=CC1N(CCC1)C)=O)OC)OC)OC1=NC=CC=C1